C(C1=CC=CC=C1)N1CC2(C1)CC(C2)NC(=O)N2[C@@H](CN(C[C@H]2C)C2=NC1=CC=C(C=C1N=C2)OC)C (2R,6R)-N-{2-benzyl-2-azaspiro[3.3]heptan-6-yl}-4-(6-methoxyquinoxalin-2-yl)-2,6-dimethylpiperazine-1-carboxamide